C(#N)C1=CC=C(CN2CCNCC2)C=C1 1-(4-cyanobenzyl)piperazine